[P].[Ga].[In] indium-gallium phosphorus